dianthracene carbonate C(O)(O)=O.C1=CC=CC2=CC3=CC=CC=C3C=C12.C1=CC=CC2=CC3=CC=CC=C3C=C12